4-(5-(1-Acryloylpyrrolidin-3-yl)pyrrolo[1,2-c]pyrimidin-7-yl)-N-(4-fluoropyridin-2-yl)benzamide C(C=C)(=O)N1CC(CC1)C=1C=C(N2C=NC=CC21)C2=CC=C(C(=O)NC1=NC=CC(=C1)F)C=C2